FC(C)(F)C=1N=CN(C(C1OC=1C=C(C#N)C=C(C1)C)=O)CC1=CC=C(C=C1)OC 3-((4-(1,1-difluoroethyl)-1-(4-methoxybenzyl)-6-oxo-1,6-dihydropyrimidin-5-yl)oxy)-5-methylbenzonitrile